[Si](C1=CC=CC=C1)(C1=CC=CC=C1)(C(C)(C)C)OC=1C=C(C=C(C1OC)OC)COCCC1CCNCC1 4-[2-({3-[(tert-butyldiphenylsilyl)oxy]-4,5-dimethoxyphenyl}methoxy)ethyl]piperidine